COC(C1=C(C(=CC(=C1)F)Br)Cl)=O 3-bromo-2-chloro-5-fluorobenzoic acid methyl ester